ClCC(OC)OC 2-Chloro-1,1-dimethoxyethane